CC1=CC=C(C=N1)OCCN(CC[C@@H](C(=O)O)NC1=NC=NC(=C1)C(F)(F)F)CCCCC1=NC=2NCCCC2C=C1 (S)-4-((2-((6-methylpyridin-3-yl)oxy)ethyl)(4-(5,6,7,8-tetrahydro-1,8-naphthyridin-2-yl)butyl)amino)-2-((6-(trifluoromethyl)pyrimidin-4-yl)amino)butanoic acid